methyl 1-benzylimidazole-4-carboxylate C(C1=CC=CC=C1)N1C=NC(=C1)C(=O)OC